C(#N)CC1(CCC1)C=1N(C2=CC=C(C(=C2C1C1=CC=C(C(=O)OC)C=C1)OS(=O)(=O)C(F)(F)F)F)C1=CC(=C(C=C1)F)C methyl 4-(2-(1-(cyanomethyl)cyclobutyl)-5-fluoro-1-(4-fluoro-3-methylphenyl)-4-(((trifluoromethyl)sulfonyl)oxy)-1H-indol-3-yl)benzoate